4-(3-((3,3-difluoroazetidin-1-yl)methyl)phenyl)-1H-1,2,3-triazol FC1(CN(C1)CC=1C=C(C=CC1)C=1N=NNC1)F